N-[(2R,3S)-1-(1-(4-fluorophenyl)-1H-indazol-5-yl)-5-oxo-2-phenylpyrrolidin-3-yl]-1H-imidazole-2-carboxamide FC1=CC=C(C=C1)N1N=CC2=CC(=CC=C12)N1[C@@H]([C@H](CC1=O)NC(=O)C=1NC=CN1)C1=CC=CC=C1